Hexamethylene di-methacrylate C(C(=C)C)(=O)OCCCCCCOC(C(=C)C)=O